2-[3,5-dibromo-2-({[3-bromo-1-(3-chloropyridin-2-yl)-1H-pyrazol-5-yl]carbonyl}amino)benzoyl]-1,2-dimethylhydrazinecarboxylate BrC=1C(=C(C(=O)N(N(C(=O)[O-])C)C)C=C(C1)Br)NC(=O)C1=CC(=NN1C1=NC=CC=C1Cl)Br